(2S)-2-(9H-fluoren-9-ylmethoxycarbonyl-amino)-5-hydroxy-pentanoic acid benzyl ester C(C1=CC=CC=C1)OC([C@H](CCCO)NC(=O)OCC1C2=CC=CC=C2C=2C=CC=CC12)=O